C(C)(C)(C)OC(COCCOCCOCCOCCOCCOC1=NC=C(C=C1)Br)=O 17-((5-bromopyridin-2-yl)oxy)-3,6,9,12,15-pentaoxaheptadecane-1-oic acid tert-butyl ester